FC(C(C(C(S(=O)(=O)[O-])(F)F)(F)F)(F)F)(F)F.C1(CCCCC1)C1=CC=C(C=C1)[S+](C1=CC=CC=C1)C1=CC=CC=C1 4-cyclohexylphenyldiphenylsulfonium nonafluoro-n-butanesulfonate